N-(6-methyl-2-oxo-1-(2,2,2-trifluoroethyl)-5-(2,3,6-trifluorophenyl)piperidin-3-yl)-2'-oxo-1',2',6,7-tetrahydro-4H-spiro[benzo[b]thiophene-5,3'-pyrrolo[2,3-b]pyridine]-2-carboxamide CC1C(CC(C(N1CC(F)(F)F)=O)NC(=O)C1=CC2=C(S1)CCC1(C(NC3=NC=CC=C31)=O)C2)C2=C(C(=CC=C2F)F)F